(S)-5-(4-Amino-2-(1H-tetrazol-5-yl)benzamido)-2-(5-(((2,4-diamino-5-chloroquinazolin-6-yl)methyl)amino)thiophene-2-carboxamido)pentanoic acid NC1=CC(=C(C(=O)NCCC[C@@H](C(=O)O)NC(=O)C=2SC(=CC2)NCC=2C(=C3C(=NC(=NC3=CC2)N)N)Cl)C=C1)C1=NN=NN1